ClC1=NOC(C1)(C)CC 3-chloro-5-ethyl-5-methyl-4,5-dihydroisoxazole